OCCN1CC2(C1)CCN(CC2)C2=CC=C(C=C2)C2C(NC(CC2)=O)=O 3-[4-[2-(2-hydroxyethyl)-2,7-diazaspiro[3.5]nonan-7-yl]phenyl]-piperidine-2,6-dione